2,4-dichloro-5-iodoisopropoxybenzene ClC1=C(C=C(C(=C1)Cl)I)OC(C)C